O[C@@H](CNC(OC(C)(C)C)=O)CN1CC2=CC=C(C(=C2CC1)C)OCC1=C(N=CO1)C (S)-tert-butyl (2-hydroxy-3-[5-methyl-6-((4-methyloxazol-5-yl)methoxy)-3,4-dihydroisoquinolin-2(1H)-yl]propyl)carbamate